1-ammonio methanesulfonate CS(=O)(=O)O[NH3+]